CC(C(=O)O)C.C(C=O)(=O)O glyoxylic acid dimethyl-acetate